3-(1,4-dimethyl-1H-benzo[d][1,2,3]triazol-5-yl)-3-(3-formyl-4-methylphenyl)-2,2-dimethylpropionic acid CN1N=NC2=C1C=CC(=C2C)C(C(C(=O)O)(C)C)C2=CC(=C(C=C2)C)C=O